N-(3-acetylphenyl)-7-(3,4-dimethoxyphenyl)pyrazolo[1,5-a]pyrimidine C(C)(=O)C=1C=C(C=CC1)N1CC=C2N1C(=CC=N2)C2=CC(=C(C=C2)OC)OC